C(=O)(O)CN(CC1=C(C=C(C=C1)O)O)CC(=O)O (carboxymethyl-(2,4-dihydroxybenzyl)amino)acetic acid